N1=CC=C(C=C1)C(CC(C)=O)=O 1-(4-Pyridinyl)-1,3-butanedione